C(C)OC(CCCCC=1C=CC=NC1)=O 5-(5-Ethoxy-5-oxopentyl)pyridine